C(#N)C[C@@]1(CCC(C=2N(C1)N=C1C2CN(CC1)C(=O)OC(C)(C)C)(F)F)O |o1:3| (R*)-tert-Butyl 8-(cyanomethyl)-11,11-difluoro-8-hydroxy-3,4,8,9,10,11-hexahydro-1H-pyrido[4',3':3,4]pyrazolo[1,5-a]azepine-2(7H)-carboxylate